IC(=CF)F 1-iodo-1,2-difluoroethylene